Trans-3-amino-N-((6-(3-(dimethylamino)cyclobutylamino)pyridin-2-yl)methyl)-6-(3-methylimidazo[1,2-a]pyridin-6-yl)-5-(oxazol-2-yl)pyrazine-2-carboxamide NC=1C(=NC(=C(N1)C=1OC=CN1)C=1C=CC=2N(C1)C(=CN2)C)C(=O)NCC2=NC(=CC=C2)N[C@@H]2C[C@H](C2)N(C)C